(S)-N-(5-fluoro-2-methylphenyl)-N-methyl-2-(6-methyl-4-(trifluoromethyl)pyridin-2-yl)isothiazolidine-3-carboxamide 1,1-dioxide FC=1C=CC(=C(C1)N(C(=O)[C@H]1N(S(CC1)(=O)=O)C1=NC(=CC(=C1)C(F)(F)F)C)C)C